FC1=C(C=CC=C1F)CN1C(CCC1=O)CC(=O)NC1=NON=C1C 2-[1-[(2,3-difluorophenyl)methyl]-5-oxo-pyrrolidin-2-yl]-N-(4-methyl-1,2,5-oxadiazol-3-yl)acetamid